N[C@H](C(=O)O)CN(CC1=C(C=CC=C1)NC(C1=CC(=CC=C1)OC)=O)CC1CCCCC1 (S)-2-amino-3-((cyclohexylmethyl)(2-(3-methoxybenzamido)benzyl)amino)propanoic acid